(R or S)-3-(4-(6-(3,4-dimethylphenyl)-2-methoxypyridin-3-yl)-1H-1,2,3-triazol-1-yl)-2,3-dihydrothiophene 1,1-dioxide CC=1C=C(C=CC1C)C1=CC=C(C(=N1)OC)C=1N=NN(C1)[C@H]1CS(C=C1)(=O)=O |o1:21|